2-METHYLENECYCLOPENTANONE Hydrochlorid Hydrat O.Cl.C=C1C(CCC1)=O